pyrido[2,3-d]pyrimidine-6-carboxamide N1=CN=CC2=C1N=CC(=C2)C(=O)N